P(=O)(O)(O)O.C(CCCCCCCCCCCCCCCCC)OCCCCCCCCCCCCCCCCCC Stearyl Ether Phosphate